2-{7-[4-(3,5-difluorophenoxy)phenyl]-2,4-dioxo-2H-pyrido[2,3-e][1,3]oxazin-3(4H)-yl}acetic acid FC=1C=C(OC2=CC=C(C=C2)C2=CC3=C(C(N(C(O3)=O)CC(=O)O)=O)N=C2)C=C(C1)F